4,4-dimethyl-oxazoline CC1(N=COC1)C